CN1N=C(C=C1CC1=CC(=C(C(=O)N[C@@H](CCOCCCCC2=NC=3NCCCC3C=C2)C(=O)O)C(=C1)C)F)C N-(4-((1,3-dimethyl-1H-pyrazol-5-yl)methyl)-2-fluoro-6-methylbenzoyl)-O-(4-(5,6,7,8-tetrahydro-1,8-naphthyridin-2-yl)butyl)homoserine